bis((2-piperazin-1-yl)ethyl)amine N1(CCNCC1)CCNCCN1CCNCC1